tert-butyl 1-fluoro-9-oxo-6,7,8,9-tetrahydro-5H-5,8-epiminocyclohepta[c]pyridine-10-carboxylate FC1=NC=CC2=C1C(C1CCC2N1C(=O)OC(C)(C)C)=O